1,2-Pyrrolidinedicarboxylic acid N1(C(CCC1)C(=O)O)C(=O)O